C(C)(C)(C)OC(CN1CCN(CCN(CCN(CC1)CC(=O)ON1C(CCC1=O)=O)CC(OC(C)(C)C)=O)CC(=O)OC(C)(C)C)=O tert-butyl 2-[4,10-bis(2-tert-butoxy-2-oxo-ethyl)-7-[2-(2,5-dioxopyrrolidin-1-yl)oxy-2-oxo-ethyl]-1,4,7,10-tetrazacyclododec-1-yl]acetate